C(C)(=O)C1=CC=2C=NC(=CC2N1COCC[Si](C)(C)C)NC(=O)C1=CC=C2C=NN(C2=C1)C N-(2-acetyl-1-[[2-(trimethylsilyl)ethoxy]methyl]pyrrolo[3,2-c]pyridin-6-yl)-1-methylindazole-6-carboxamide